5-carbonyl-5-(pyridine-3-yl)valeric acid C(=O)=C(CCCC(=O)O)C=1C=NC=CC1